all-cis-6,9,12-octadecatrienoic acid CCCCC/C=C\C/C=C\C/C=C\CCCCC(=O)O